ClC=1C(=CC2=C(N(C[C@H](N(S2(=O)=O)C)C2CCCCC2)C2=CC=CC=C2)C1)N1CC(CC1)(C(=O)[O-])F 1-((R)-7-chloro-3-cyclohexyl-2-methyl-1,1-dioxido-5-phenyl-2,3,4,5-tetrahydrobenzo[f][1,2,5]thiadiazepin-8-yl)-3-fluoropyrrolidine-3-carboxylate